CC=1C(=NC(=NC1)NC=1C=NN(C1)C)N1CC(C1)(N1CCN(CC1)C)CC#N 2-(1-(5-methyl-2-((1-methyl-1H-pyrazol-4-yl)amino)pyrimidin-4-yl)-3-(4-methyl-piperazin-1-yl)azetidin-3-yl)acetonitrile